6-methoxybenzothiopyran-4-one COC=1C=CC2=C(C(C=CS2)=O)C1